(S)-N-benzyl-alpha-methylbenzylamine C(C1=CC=CC=C1)N[C@H](C1=CC=CC=C1)C